C(C=C)N1N=C2C=C(C=CC2=C1OC(C)C)NC1=NC=C(C(=N1)NC(CO)C1=CC=CC=C1)C1=NC(=NO1)C12CCN(CC1)CC2 2-((2-((2-allyl-3-isopropoxy-2H-indazol-6-yl)amino)-5-(3-(quinuclidin-4-yl)-1,2,4-oxadiazol-5-yl)pyrimidin-4-yl)amino)-2-phenylethan-1-ol